tert-butyl (R)-4-(1-((2,7-dimethylimidazo[1,2-a]pyrimidin-6-yl)carbamoyl)-2,3-dihydro-1H-pyrrolo[2,3-b]pyridin-4-yl)-2-methylpiperazine-1-carboxylate CC=1N=C2N(C=C(C(=N2)C)NC(=O)N2CCC=3C2=NC=CC3N3C[C@H](N(CC3)C(=O)OC(C)(C)C)C)C1